C1(=CC=CC=C1)N1N=CC(=C1C)C(=O)NN=CC1=CC(=C(C=C1)OC)O 1-phenyl-5-methyl-N'-(1-(3-hydroxy-4-methoxyphenyl)methylene)-1H-pyrazole-4-carboxylic acid hydrazide